BrC=1C(=C(OC2CC3(C2)CCN(CC3)CC(=O)OCC)C=CC1)C ethyl 2-[2-(3-bromo-2-methyl-phenoxy)-7-azaspiro[3.5]nonan-7-yl]acetate